(S)-3-Fluoro-pyrrolidine-1-carboxylic acid [7-methoxy-4-(1-methyl-1H-pyrazol-4-yl)-1H-benzoimidazol-2-yl]-amide COC1=CC=C(C2=C1NC(=N2)NC(=O)N2C[C@H](CC2)F)C=2C=NN(C2)C